(2S)-2-[[(2S)-2-acetamido-3-[5-[bis(2-chloroethyl)amino]-1-methyl-benzimidazol-2-yl]propionyl]amino]-3-(4-fluorophenyl)propanoic acid ethyl ester hydrochloride Cl.C(C)OC([C@H](CC1=CC=C(C=C1)F)NC([C@H](CC1=NC2=C(N1C)C=CC(=C2)N(CCCl)CCCl)NC(C)=O)=O)=O